CC1=C(OC2=C(C=C(C=C2C1=O)C)[C@@H](C)NC=1C(=NC=CC1)C#N)C=1C=NC=CC1 3-[[(1R)-1-[3,6-dimethyl-4-oxo-2-(3-pyridyl)chromen-8-yl]ethyl]amino]pyridine-2-carbonitrile